ClC1=CC(=NC=C1C(=O)Cl)Cl 4,6-Dichloronicotinoyl chloride